ClC=1C(=NC=C(C=O)C1)Cl 5,6-dichloronicotinaldehyde